[Au](Cl)(Cl)Cl gold(III) chloride